[N+](=O)([O-])C=1N=NN[NH+]1.[N-]=[N+]=[N-].[Na] sodium azide, 5-nitrotetrazolium salt